3-(4-fluorophenyl)-1-isobutyl-2,4-dioxo-1,2,3,4-tetrahydropyrimidine-5-carboxamide FC1=CC=C(C=C1)N1C(N(C=C(C1=O)C(=O)N)CC(C)C)=O